N-((1-Aminoisoquinolin-6-yl)methyl)-5-chloro-1-(2-(1-methylpiperidin-4-yl)ethyl)-1H-pyrazole-3-carboxamide Methyl-5-chloro-1-(2-(piperidin-4-yl)ethyl)-1H-pyrazole-3-carboxylate COC(=O)C1=NN(C(=C1)Cl)CCC1CCNCC1.NC1=NC=CC2=CC(=CC=C12)CNC(=O)C1=NN(C(=C1)Cl)CCC1CCN(CC1)C